C(=C)C1=C(C2=CC=CC=C2C=C1)N=[N+]=[N-] vinyl-naphthyl azide